C[Si](C=C[SiH2]C(N(CC)CC)N(CC)CC)(OCC)C 1-dimethylethoxysilyl-2-bis(diethylamino)methylsilylethylene